fluoro-4-(5-(indolin-1-ylmethyl)furan-2-yl)-N-(5-((4-isopropylpiperazin-1-yl)methyl)pyridin-2-yl)pyrimidin-2-amine FC=1C(=NC(=NC1)NC1=NC=C(C=C1)CN1CCN(CC1)C(C)C)C=1OC(=CC1)CN1CCC2=CC=CC=C12